2-methyl-4-(1-methyl-1H-1,2,4-triazol-5-yl)quinolin-8-ol CC1=NC2=C(C=CC=C2C(=C1)C1=NC=NN1C)O